FC1CN(CCC1(C(=O)O)C)C1=NC=C(C=N1)F 3-Fluoro-1-(5-fluoropyrimidin-2-yl)-4-methyl-piperidine-4-carboxylic acid